8-(4-(methoxy)phenyl)-N-(3-(4-methanesulfonylpiperazin-1-yl)phenyl)quinazolin-2-amine COC1=CC=C(C=C1)C=1C=CC=C2C=NC(=NC12)NC1=CC(=CC=C1)N1CCN(CC1)S(=O)(=O)C